Cl.FC1=C(C=CC=C1)C1=C2CC[C@@H](CC2=CC=C1)N(C)C (2S)-5-(2-fluorophenyl)-N,N-dimethyl-1,2,3,4-tetrahydronaphthalen-2-amine HCl